FC([C@H]1CC[C@H](CC1)CCOC=1C=C2C(=CNC2=CC1)NC(C)=O)(F)F N-(5-(2-(cis-4-(trifluoromethyl)cyclohexyl)ethoxy)-1H-indol-3-yl)acetamide